F[C@H]1C[C@H](N(C1)C(=O)OC(C)(C)C)C(N(CCOC)[C@H]1CN[C@H](C1)C(=O)OC)=O tert-butyl (2S,4S)-4-fluoro-2-(((3R,5R)-5-(methoxycarbonyl)pyrrolidin-3-yl)(2-methoxyethyl)carbamoyl)pyrrolidine-1-carboxylate